Cl.COC(=O)[C@H]1NC[C@H]2[C@@H]1CCC2 (1S,3aR,6aS)-octahydrocyclopenta[c]pyrrole-1-carboxylic acid methyl ester hydrochloride